(R)-N-Benzyl-1-phenylethan-1-aminium C(C1=CC=CC=C1)[NH2+][C@H](C)C1=CC=CC=C1